tert-butyl N-(4-(6-methyl-1,2,4,5-tetrazin-3-yl)benzyl)carbamate CC1=NN=C(N=N1)C1=CC=C(CNC(OC(C)(C)C)=O)C=C1